ClS(=O)(=O)C=1C(=C(C(=O)OC)C=CC1)F methyl 3-(chlorosulfonyl)-2-fluorobenzoate